CC=CC(=O)Cl Methylacryloyl Chloride